1-(4-(((6-amino-5-(4-phenoxyphenyl)pyrimidin-4-yl)amino)methyl)-4-fluoropiperidin-1-yl)prop-2-en-1-one NC1=C(C(=NC=N1)NCC1(CCN(CC1)C(C=C)=O)F)C1=CC=C(C=C1)OC1=CC=CC=C1